ClC1=NC(=CC(=C1[N+](=O)[O-])N1C(=CC=C1C)C)Cl 2,6-dichloro-4-(2,5-dimethyl-1H-pyrrol-1-yl)-3-nitropyridine